2-(2,6-dioxopiperidin-3-yl)-1-oxo-N-(thieno[2,3-c]pyridin-3-yl)isoindoline-5-carboxamide O=C1NC(CCC1N1C(C2=CC=C(C=C2C1)C(=O)NC1=CSC2=CN=CC=C21)=O)=O